NN1C(=NC(=C1C(=O)N)C1=CC=C(C=C1)CNC(C1=C(C=CC(=C1)F)OC)=O)C1CCC(CC1)OC 1-amino-4-(4-((5-fluoro-2-methoxybenzamido)methyl)phenyl)-2-((1R,4R)-4-methoxycyclohexyl)-1H-imidazole-5-carboxamide